(E)-2-bromo-N-(5-(2-cyclopropylvinyl)pyridin-2-yl)propanamide BrC(C(=O)NC1=NC=C(C=C1)\C=C\C1CC1)C